C[N+](C)(C)C[C@H](N)CC(=O)[O-] (R)-aminocarnitine